furo[3,2-d]thiazole N1=CSC2=C1C=CO2